tert-butyl (6R)-6-(2-chloroacetyl)-5-azaspiro[2.4]heptane-5-carboxylate ClCC(=O)[C@@H]1N(CC2(CC2)C1)C(=O)OC(C)(C)C